O=C1C(=CNC2=CC=C(C=C12)NCC1=CC(=CC=C1)OC(F)(F)F)C(=O)O 4-oxo-6-((3-(trifluoromethoxy)benzyl)amino)1,4-dihydroquinoline-3-carboxylic acid